((S)-4-acryloyl-2-methylpiperazin-1-yl)-11-(2,4-difluorophenyl)-10-(trifluoromethyl)-3,4-dihydro-2H,6H-[1,4]thiazepino[2,3,4-ij]quinazolin-6-one C(C=C)(=O)N1C[C@@H](N(CC1)C1CCN2C(N=CC3=CC(=C(C(=C23)S1)C1=C(C=C(C=C1)F)F)C(F)(F)F)=O)C